(R)-2-((R)-2,4-dimethylpiperazin-1-yl)-N-(3-(2-((2-fluoro-3-(methylsulfonyl)phenyl)amino)-5-methyl-pyrimidin-4-yl)-1H-indol-7-yl)butanamide C[C@H]1N(CCN(C1)C)[C@@H](C(=O)NC=1C=CC=C2C(=CNC12)C1=NC(=NC=C1C)NC1=C(C(=CC=C1)S(=O)(=O)C)F)CC